(4-(3-aminopiperidin-1-yl)-7H-pyrrolo[2,3-d]pyrimidin-5-yl)(2-chloro-4-phenoxyphenyl)methanone NC1CN(CCC1)C=1C2=C(N=CN1)NC=C2C(=O)C2=C(C=C(C=C2)OC2=CC=CC=C2)Cl